COC1=C(C=C2C(=NC=NC2=C1)C=1C(=NN(C1)C)C=1C=NC=CC1)O 7-methoxy-4-(1-methyl-3-(pyridin-3-yl)-1H-pyrazol-4-yl)quinazolin-6-ol